3-(1-methyl-1,2,3,6-tetrahydropyridin-4-yl)thiophene-2-carboxylic acid CN1CCC(=CC1)C1=C(SC=C1)C(=O)O